C1(=CC=CC=C1)C1CCC=2C(=NNC2C1)C(=O)O 6-phenyl-4,5,6,7-tetrahydro-1H-indazole-3-carboxylic acid